(S)-3-((S)-sec-butyl)-4-(2-hydroxyacetyl)-1,3,4,5-tetrahydro-2H-benzo[e][1,4]diazepin-2-one [C@H](C)(CC)[C@@H]1N(CC2=C(NC1=O)C=CC=C2)C(CO)=O